tert-butyl (S)-3-(2-(5-fluorothiophen-2-yl)ethyl)-3-(hydroxymethyl)pyrrolidine-1-carboxylate FC1=CC=C(S1)CC[C@]1(CN(CC1)C(=O)OC(C)(C)C)CO